BrC1=CC=2C(N=C1OCC)=NN(C2)C 5-bromo-6-ethoxy-2-methyl-2H-pyrazolo[3,4-b]pyridine